3-methyl-2-(naphthalen-2-yl)quinazolin-4(3H)-one CN1C(=NC2=CC=CC=C2C1=O)C1=CC2=CC=CC=C2C=C1